N-(3-aminopropyl)pyridin-4-amine NCCCNC1=CC=NC=C1